tert-butyl N-[[1-[4-[[3-[4-(4-aminobut-2-ynoxy)-3-fluorophenyl]imidazo[1,2-a]pyrazin-8-yl]amino]-2-methylbenzoyl]piperidin-4-yl]methyl]carbamate NCC#CCOC1=C(C=C(C=C1)C1=CN=C2N1C=CN=C2NC2=CC(=C(C(=O)N1CCC(CC1)CNC(OC(C)(C)C)=O)C=C2)C)F